FC=1C=CC(=NC1)[C@](C)(O)C=1C=NC(=NC1)N1CCNCC1 (R)-1-(5-fluoropyridin-2-yl)-1-(2-(piperazin-1-yl)pyrimidin-5-yl)ethanol